Trisodium Ethylenediamine Disuccinate C1(CCC(=O)ON2CCN(O1)OC(CCC(=O)O2)=O)=O.[Na].[Na].[Na]